stearyl-Sodium bicarbonate C(O)(O)=O.C(CCCCCCCCCCCCCCCCC)[Na]